(2-benzothiazolyl)-4-chlorophenol S1C(=NC2=C1C=CC=C2)C2=C(C=CC(=C2)Cl)O